C(#N)C=1C=NN2C1C(=CC(=C2)C=2N=NN(C2C)C2CCN(CC2)C#N)/C=C/C2=CC=C(C=C2)NC(C=C)=O (E)-N-(4-(2-(3-cyano-6-(1-(1-cyanopiperidin-4-yl)-5-methyl-1H-1,2,3-triazol-4-yl)pyrazolo[1,5-a]pyridin-4-yl)vinyl)phenyl)acrylamide